COS(NC1C(CCCC1)C)(=O)=O (2-methylcyclohexyl)sulfamic acid methyl ester